(E)-N-(2-butoxy-6-chlorophenyl)-3-(4-methoxyphenyl)acrylamide C(CCC)OC1=C(C(=CC=C1)Cl)NC(\C=C\C1=CC=C(C=C1)OC)=O